O1CCN(CC1)CCCC(=O)N 4-morpholinobutyramide